cyclohexylnitrourea C1(CCCCC1)N(C(=O)N)[N+](=O)[O-]